C(C)(C)(C)OC(NC=1C=NN(C1C=O)C(C)(C)C)=O (1-(tert-butyl)-5-formyl-1H-pyrazol-4-yl)carbamic acid tert-butyl ester